Z-9-dodecenol C(CCCCCCC\C=C/CC)O